(R)-4-(2-((tert-butoxycarbonyl)imino)-4,4-diethyl-6-oxotetrahydropyrimidin-1(2H)-yl)chroman-6-carboxylic acid C(C)(C)(C)OC(=O)N=C1N(C(CC(N1)(CC)CC)=O)[C@@H]1CCOC2=CC=C(C=C12)C(=O)O